C(C)(C)(C)OC(=O)N1C[C@@H]2C([C@@H]2C1)NC(=O)C1=NC=CC(=C1)NC(CC1=C(C=CC(=C1)Cl)O)=O (1r,5s,6s)-6-{4-[2-(5-chloro-2-hydroxyphenyl)acetamido]pyridine-2-amido}-3-azabicyclo[3.1.0]hexane-3-carboxylic acid tert-butyl ester